6-bromo-5-fluoro-1-(piperidin-4-yl)indazole ethyl-(3R)-1-[1-[[5-methyl-3-(6-methyl-3-pyridyl)isoxazol-4-yl]methyl]-6-oxo-pyridazin-4-yl]pyrrolidine-3-carboxylate C(C)OC(=O)[C@H]1CN(CC1)C=1C=NN(C(C1)=O)CC=1C(=NOC1C)C=1C=NC(=CC1)C.BrC1=C(C=C2C=NN(C2=C1)C1CCNCC1)F